C(CCCCCCCCCCC)OC1=C(C[N+]2(CCCC2)[O-])C=C(C=C1OC)CC 1-(2-Dodecyloxy-5-ethyl-3-methoxybenzyl)pyrrolidin-1-oxid